ClC1=C(C=CC(=C1)F)C1=CNC(C2=CC(=CC=C12)O[C@@H](C(=O)N1C[C@@H](O[C@@H](C1)C)C)C)=O 4-(2-chloro-4-fluorophenyl)-7-(((R)-1-((2S,6R)-2,6-dimethylmorpholino)-1-oxopropan-2-yl)oxy)isoquinolin-1(2H)-one